5-([1,1'-biphenyl]-3-ylmethyl)bicyclo[2.2.1]hept-2-ene C1(=CC(=CC=C1)CC1C2C=CC(C1)C2)C2=CC=CC=C2